O=C1N(CCC(N1)=O)C=1C=NC=CC1CN1CCN(CC1)C1CCN(CC1)C1=CC=C2CN(C(C2=C1)=O)C(C(=O)NC=1SC=CN1)C1=C(C=CC(=C1)F)O 2-(6-(4-(4-((3-(2,4-dioxotetrahydropyrimidin-1(2H)-yl)pyridin-4-yl)methyl)piperazin-1-yl)piperidin-1-yl)-1-oxoisoindolin-2-yl)-2-(5-fluoro-2-hydroxyphenyl)-N-(thiazol-2-yl)acetamide